C(CCC)S(=O)(=O)N1C[C@H](OCC1)C1=CSC2=C1C=CC=C2 |r| rac-3-[4-butylsulfonylmorpholin-2-yl]benzothiophene